COC(=O)C1=NN(C=C1[N+](=O)[O-])COCC[Si](C)(C)C 4-Nitro-1-(2-trimethylsilanyl-ethoxymethyl)-1H-pyrazole-3-carboxylic acid methyl ester